tert-butyl (S)-(4-amino-4-(5-(4-chlorophenyl)oxazol-2-yl)butyl)carbamate N[C@@H](CCCNC(OC(C)(C)C)=O)C=1OC(=CN1)C1=CC=C(C=C1)Cl